5-[(2S,6R)-2-[[4-[2-(6-hydroxy-1,4-diazepan-1-yl)-6-methyl-pyrimidin-4-yl]piperazin-1-yl]methyl]-6-methyl-morpholin-4-yl]quinoline-8-carbonitrile OC1CNCCN(C1)C1=NC(=CC(=N1)N1CCN(CC1)C[C@H]1CN(C[C@H](O1)C)C1=C2C=CC=NC2=C(C=C1)C#N)C